CN(C)CC1=CC=C(C=C1)C=1N(C=CN1)C(=O)NCCC1=CC=CC=C1 (4-((dimethylamino)methyl)phenyl)-N-phenethyl-1H-imidazole-1-carboxamide